CC1=NN=C(N=N1)/C=C/C1=CC=C(S1)C1=CC=C(N(C2=CC=CC=C2)C2=CC=CC=C2)C=C1 (E)-4-(5-(2-(6-methyl-1,2,4,5-tetrazin-3-yl)vinyl)thiophen-2-yl)-N,N-diphenylaniline